FC1=C(C=CC(=C1)C(F)(F)F)CNC1CN(C1)C(=O)OC(C)(C)C tert-butyl 3-[[2-fluoro-4-(trifluoromethyl)phenyl]methylamino]azetidine-1-carboxylate